N1(CCC1)C=1C=NC=CC1CNC 1-[3-(azetidin-1-yl)-4-pyridyl]-N-methyl-methanamine